tert-butyl (3-(3-benzyl-7-((1-methyl-1H-pyrazol-3-yl)amino)-2-oxo-3,4-dihydropyrimido[4,5-d]pyrimidin-1(2H)-yl)phenyl)carbamate C(C1=CC=CC=C1)N1C(N(C2=NC(=NC=C2C1)NC1=NN(C=C1)C)C=1C=C(C=CC1)NC(OC(C)(C)C)=O)=O